2-(7-((2S,5R)-2,5-diethyl-4-(1-(3-fluoro-5-(trifluoromethyl)pyridin-2-yl)ethyl)piperazin-1-yl)-4-methyl-5-oxo-4,5-dihydro-2H-pyrazolo[4,3-b]pyridin-2-yl)acetonitrile C(C)[C@@H]1N(C[C@H](N(C1)C(C)C1=NC=C(C=C1F)C(F)(F)F)CC)C=1C=2C(N(C(C1)=O)C)=CN(N2)CC#N